tert-butyl (3-fluoro-4-(4,4,5,5-tetramethyl-1,3,2-dioxaborolan-2-yl)-2-(trifluoromethyl)benzyl)carbamate FC=1C(=C(CNC(OC(C)(C)C)=O)C=CC1B1OC(C(O1)(C)C)(C)C)C(F)(F)F